COC(CCCCCS(=O)(=O)[O-])=O.[Na+] Sodium 6-methoxy-6-oxohexane-1-sulfonate